Tert-butyl 7-(6-chloro-3-pyridyl)-4,7-diazaspiro[2.5]octane-4-carboxylate ClC1=CC=C(C=N1)N1CCN(C2(CC2)C1)C(=O)OC(C)(C)C